1-(1H-imidazol-2-yl)methanamine N1C(=NC=C1)CN